((4-isopropylphenyl)thio)-6-methyl-2-(trifluoromethyl)quinazoline C(C)(C)C1=CC=C(C=C1)SC1=NC(=NC2=CC=C(C=C12)C)C(F)(F)F